FC(C1=NC=CC(=C1)C(C)O)(F)F 1-(2-(trifluoromethyl)pyridin-4-yl)ethan-1-ol